ClC1=C(C=2N=C(N=C(C2C=N1)N1CC(CCC1)(O)C)OCC12CCCN2CCC1)F 1-(7-chloro-8-fluoro-2-((hexahydro-1H-pyrrolizine-7a-yl)methoxy)pyrido[4,3-d]Pyrimidin-4-yl)-3-methylpiperidin-3-ol